(R)-12-((S)-7,8-difluoro-6,11-dihydrodibenzo[b,e]thiepin-11-yl)-7-hydroxy-3,4,12,12a-tetrahydro-1H-[1,4]oxazino[3,4-c]pyrido[2,1-f][1,2,4]triazine-6,8-dione FC1=C(C=CC=2[C@@H](C3=C(SCC21)C=CC=C3)N3N2C(C(N1[C@H]3COCC1)=O)=C(C(C=C2)=O)O)F